Cl.C(C1=CC=CC=C1)OC1CNCCC1 3-(benzyloxy)piperidine hydrochloride